4-(1-((2',4'-Difluoro-[1,1'-biphenyl]-4-yl)sulfonyl)ethyl)piperidine hydrochloride Cl.FC1=C(C=CC(=C1)F)C1=CC=C(C=C1)S(=O)(=O)C(C)C1CCNCC1